(S)-N-((2R,3R)-3-(cyclohexylmethoxy)-1-oxo-1-(piperidin-1-yl)butan-2-yl)-2-((S)-2,2-dimethylcyclopropanecarbonyl)-6-(1H-indol-4-yl)-2,6-diazaspiro[3.4]octane-8-carboxamide C1(CCCCC1)CO[C@@H]([C@H](C(N1CCCCC1)=O)NC(=O)[C@@H]1CN(CC12CN(C2)C(=O)[C@@H]2C(C2)(C)C)C2=C1C=CNC1=CC=C2)C